tert-Butyl 5-((5-cyano-7-methyl-2,3-dihydro-1H-inden-1-yl)oxy)-3-iodo-1H-indazole-1-carboxylate C(#N)C=1C=C2CCC(C2=C(C1)C)OC=1C=C2C(=NN(C2=CC1)C(=O)OC(C)(C)C)I